ClC1=NC=C(C(=C1)F)C#CC1CCOCC1 2-Chloro-4-fluoro-5-(2-tetrahydropyran-4-ylethynyl)pyridine